acetyl-glucosyl-pyridine C(C)(=O)C=1C(=NC=CC1)C1[C@H](O)[C@@H](O)[C@H](O)[C@H](O1)CO